N1=CN=C(C2=C1CCC2)O 6,7-dihydro-5H-cyclopenta[d]pyrimidin-4-ol